methyl 7-isopropoxyimidazo[1,2-a]pyridine-6-carboxylate C(C)(C)OC1=CC=2N(C=C1C(=O)OC)C=CN2